Methyl-N-[(E)-1-[[[1-[(5,7-difluoro-4-isobutyl-1H-benzimidazol-2-yl)methyl]-2-oxo-3-pyridyl]amino]methyl]-6-(dimethylamino)-6-oxo-hex-4-enyl]carbamat COC(NC(CC\C=C\C(=O)N(C)C)CNC=1C(N(C=CC1)CC1=NC2=C(N1)C(=CC(=C2CC(C)C)F)F)=O)=O